ClC1=C(C=CC(=C1)OCC=1C(=NOC1C1CC1)C1=C(C=CC=C1Cl)Cl)C1C(C1)C1=CC(=NN1C(C)C)C(=O)O 5-(2-(2-chloro-4-((5-cyclopropyl-3-(2,6-dichlorophenyl)isoxazol-4-yl)methoxy)phenyl)cyclopropyl)-1-isopropyl-1H-pyrazole-3-carboxylic acid